arachidonoyl-glycolamide C(CCC\C=C/C\C=C/C\C=C/C\C=C/CCCCC)(=O)C(C(=O)N)O